2-((4-(6-((4-Chloro-2-fluorobenzyl)oxy)pyridin-2-yl)piperidin-1-yl)methyl)-7-(difluoromethoxy)-3-methyl-3H-imidazo[4,5-b]pyridine-5-carboxylic acid ClC1=CC(=C(COC2=CC=CC(=N2)C2CCN(CC2)CC2=NC=3C(=NC(=CC3OC(F)F)C(=O)O)N2C)C=C1)F